4-(5-cyano-2-methoxyphenyl)-N-(5-(4-(difluoromethyl)-2-fluorobenzoyl)-5,6-dihydro-4H-pyrrolo[3,4-d]thiazol-2-yl)-6-methylnicotinamide C(#N)C=1C=CC(=C(C1)C1=CC(=NC=C1C(=O)NC=1SC2=C(N1)CN(C2)C(C2=C(C=C(C=C2)C(F)F)F)=O)C)OC